OCC(C(CO)O)O 1,2,3,4-tetrahydroxybutane